CN1CCC2(CCN(CC2)C2=C(C=C(C=C2)[N+](=O)[O-])C#CCCO)CC1 4-(2-(9-Methyl-3,9-diazaspiro[5.5]undec-3-yl)-5-nitrophenyl)3-butyn-1-ol